2-(bromomethyl)-1,3-difluoro-4-nitrobenzene BrCC1=C(C=CC(=C1F)[N+](=O)[O-])F